N-[3-[2-(4-fluoroanilino)-1-methyl-2-oxo-ethyl]-1-bicyclo[1.1.1]pentanyl]indolizine-1-carboxamide FC1=CC=C(NC(C(C)C23CC(C2)(C3)NC(=O)C=3C=CN2C=CC=CC32)=O)C=C1